ClC=1C=C(C=CC1Cl)N(C(=O)NC)C N-(3,4-dichlorophenyl)-N,N'-dimethylurea